(5Z)-2-(Cyclooctylamino)-3-methyl-5-[(2-methylindazol-5-yl)methylene]imidazol-4-one C1(CCCCCCC1)NC1=N\C(\C(N1C)=O)=C/C1=CC2=CN(N=C2C=C1)C